4-(3-trifluoromethylphenyl)piperazin-1-ylpropylamine FC(C=1C=C(C=CC1)N1CCN(CC1)CCCN)(F)F